1-Ethyl-3-[trans-(7RS,9RS)-3-cyclopropyl-7-(ethylcarbamoylamino)-5-[(2-fluoro-2-methylpropyl)sulfamoyl]-8,9-dihydro-7H-cyclopenta[h]isochinolin-9-yl]urea C(C)NC(=O)N[C@@H]1C[C@H](C2=CC(=C3C=C(N=CC3=C21)C2CC2)S(NCC(C)(C)F)(=O)=O)NC(NCC)=O |r|